tert-butyl 2,8-diazaspiro[5.5]undecane-2-carboxylate C1N(CCCC12CNCCC2)C(=O)OC(C)(C)C